N1=NC=CC2=CC(=CC=C12)C1=CNC=2N=C(N=C(C21)OC)NC2CCC(CC2)(O)C (1r,4r)-4-((5-(cinnolin-6-yl)-4-methoxy-7H-pyrrolo[2,3-d]pyrimidin-2-yl)amino)-1-methylcyclohexan-1-ol